(S)-2-cyclopropyl-1-(3-fluoro-4-((methoxymethoxy)methyl)phenyl)-N-((S)-1-phenylethyl)ethan-1-amine C1(CC1)C[C@H](N[C@@H](C)C1=CC=CC=C1)C1=CC(=C(C=C1)COCOC)F